(S)-1-(2-(1H-indol-2-yl)-4-((6-(2-methoxyethyl)-1,6-diazaspiro[3.3]heptan-1-yl)sulfonyl)phenyl)pyrrolidin-3-ol N1C(=CC2=CC=CC=C12)C1=C(C=CC(=C1)S(=O)(=O)N1CCC12CN(C2)CCOC)N2C[C@H](CC2)O